C(\C=C/CCCCCC)OC(CCCCCCCCCC(CCCCCCCCCC(=O)OC\C=C/CCCCCC)N)=O.C1(CC2C(CC1)O2)C(=O)OCC2CC1C(CC2)O1 3,4-epoxycyclohexylmethyl 3,4-epoxycyclohexanecarboxylate di((Z)-non-2-en-1-yl)11-aminohenicosanedioate